ClC=1C(=C(C=CC1F)[C@H](NC(=O)N1[C@@H](C(NCC1)=O)C)C=1C=NC(=CC1)C(F)(F)F)F (2R)-N-((R)-(3-chloro-2,4-difluorophenyl)(6-(trifluoromethyl)pyridin-3-yl)methyl)-2-methyl-3-oxopiperazine-1-carboxamide